C(C)(C)N(C(C)C)CCC1=CNC2=CC=CC=C12 3-(N,N-diisopropylaminoethyl)indole